C1(=CC=C(C=C1)C1=NC(=NC(=C1)C1=CC=CC=C1)Cl)C1=CC=CC=C1 ([1,1'-biphenyl]-4-yl)-2-chloro-6-phenylpyrimidine